C(C)(C)(C)N1C(CC1)N1C(C2=CC=CC=C2C1=O)=O 1-(tert-butyl)2-(1,3-dioxoisoindolin-2-yl)azetidine